C1(CC1)CN(C=1C=C2N=C(C=NC2=CC1)C=1C=NN(C1)C)C1=CC(=CC(=C1)OC)CN(C)C N-(Cyclopropylmethyl)-N-[3-[(dimethylamino)methyl]-5-methoxyphenyl]-3-(1-methylpyrazol-4-yl)quinoxalin-6-amine